2-bromo-1-(3-fluorophenyl)ethanone BrCC(=O)C1=CC(=CC=C1)F